C(C1=CC=CC=C1)(C1=CC=CC=C1)NC(=O)C=1C(NC(=CC1C)C(F)(F)F)=O N-benzhydryl-4-methyl-2-oxo-6-(trifluoromethyl)-1,2-dihydropyridine-3-carboxamide